OC[C@H](C)NC(C1=CC(=NC=C1)NC=1SC=C(N1)C1=NC=CC=C1)=O (S)-N-(1-hydroxy-propan-2-yl)-2-(4-(pyridin-2-yl)thiazol-2-ylamino)isonicotinamide